FC(CC[C@H]1N(S(C2=C(N(C1)C1CCC(CC1)(F)F)C=C(C(=C2)OCC=2C(=NC(=CC2)C)C(=O)O)C(F)(F)F)(=O)=O)C)(C)F (R)-3-(((3-(3,3-difluorobutyl)-5-(4,4-difluorocyclohexyl)-2-methyl-1,1-dioxido-7-(trifluoromethyl)-2,3,4,5-tetrahydrobenzo[f][1,2,5]thiadiazepin-8-yl)oxy)methyl)-6-methylpicolinic acid